2,2-difluoroethyl (3R,4S)-3-{5-[4-amino-5-(trifluoromethyl)pyrrolo[2,1-f][1,2,4]triazin-7-yl]-2-methoxypyridine-3-amido}-4-fluoropyrrolidine-1-carboxylate NC1=NC=NN2C1=C(C=C2C=2C=C(C(=NC2)OC)C(=O)N[C@@H]2CN(C[C@@H]2F)C(=O)OCC(F)F)C(F)(F)F